(2,5-dioxopyrrolidin-1-yl) 2-[2-[2-(2-azidoethoxy)ethoxy]ethoxy]acetate N(=[N+]=[N-])CCOCCOCCOCC(=O)ON1C(CCC1=O)=O